C(C)N1N=CC(=C1)B(O)O ethyl-1H-pyrazole-4-boronic acid